(S)-5-methyl-5-azaspiro[2.4]heptane-6-carboxylic acid CN1CC2(CC2)C[C@H]1C(=O)O